CN(CC(=O)N1CCC(CC1)C=1C=C2C(=C(NC2=CC1)C=1C=C(C=2N(C1)C=C(N2)C)C(F)(F)F)C(C)C)C 2-(dimethylamino)-1-(4-(3-isopropyl-2-(2-methyl-8-(trifluoromethyl)imidazo[1,2-a]pyridin-6-yl)-1H-indol-5-yl)piperidin-1-yl)ethan-1-one